2-((4-(2-(4-chloro-2-fluorophenyl)-2-methylbenzo[d][1,3]dioxolan-4-yl)-6-oxo-3,6-dihydropyridin-1(2H)-yl)methyl)-1-(((S)-oxetan-2-yl)methyl)-1H-benzo[d]imidazole-6-carboxylic acid ClC1=CC(=C(C=C1)C1(OC2=C(O1)C=CC=C2C=2CCN(C(C2)=O)CC2=NC1=C(N2C[C@H]2OCC2)C=C(C=C1)C(=O)O)C)F